FC=1C=CC2=C(N=CS2)C1C1CCC1 (1s,3s)-3-(5-fluorobenzo[d]thiazol-4-yl)cyclobutan